3,3-dimethoxy-2-butanone COC(C(C)=O)(C)OC